(6S,7S)-6-(4-((1-Butylazetidin-3-yl)thio)-2,6-difluorophenyl)-7-cyclopropylmethyl-8-methyl-6,7,8,9-tetrahydro-3H-pyrazolo[3,4-h]isochinolin C(CCC)N1CC(C1)SC1=CC(=C(C(=C1)F)[C@H]1[C@@H](N(CC=2C3=C(C=CC12)NN=C3)C)CC3CC3)F